CC1(C(=O)OCCCC1)C Dimethyl-ε-caprolacton